C(#N)C(C(CCN(C=O)C1=C(C=CC=C1)OC)=O)=P(CCCC)(CCCC)CCCC N-[4-cyano-3-oxo-4-(tributyl-λ5-phosphanylidene)butyl]-N-(2-methoxyphenyl)formamide